zinc sulfidopyridine-N-oxide [S-]C1=[N+](C=CC=C1)[O-].[Zn+2].[S-]C1=[N+](C=CC=C1)[O-]